FC1=C(C=CC=C1)C1=NC=CC(=C1)NC1=NC=NC2=CC(=C(C=C12)NC(C=C)=O)O[C@H]1CN(CC1)CCOC (R)-N-(4-((2-(2-fluorophenyl)pyridin-4-yl)amino)-7-((1-(2-methoxyethyl)Pyrrolidin-3-yl)oxy)quinazolin-6-yl)acrylamide